eicosyl chloride C(CCCCCCCCCCCCCCCCCCC)Cl